tert-butyl (S)-3-(3-(chlorosulfonyl)phenyl)piperidine-1-carboxylate ClS(=O)(=O)C=1C=C(C=CC1)[C@H]1CN(CCC1)C(=O)OC(C)(C)C